FC1=C(N)C=CC(=C1)F 2-fluoro-4-fluoroaniline